1-(2-(5-benzyl-4-methylisoxazol-3-yl)-2-oxoethyl)-5-vinylpyridin-2(1H)-one C(C1=CC=CC=C1)C1=C(C(=NO1)C(CN1C(C=CC(=C1)C=C)=O)=O)C